tert-butyl (3R,4R)-4-[[4-[3-(2,6-dibenzyloxy-3-pyridyl)-5,7-difluoro-1-methyl-indazol-6-yl]-3,6-dihydro-2H-pyridin-1-yl]methyl]-3-methyl-piperidine-1-carboxylate C(C1=CC=CC=C1)OC1=NC(=CC=C1C1=NN(C2=C(C(=C(C=C12)F)C=1CCN(CC1)C[C@H]1[C@H](CN(CC1)C(=O)OC(C)(C)C)C)F)C)OCC1=CC=CC=C1